C(#N)C1CC(C1)N1C(=NC2=C(C=C(C=C2C1=O)C)C(C)NC1=C(C(=O)O)C=CC=C1)N1CC2=CC=CC=C2C1 2-((1-(3-((1r,3r)-3-cyanocyclobutyl)-2-(isoindolin-2-yl)-6-methyl-4-oxo-3,4-dihydro-quinazolin-8-yl)ethyl)amino)benzoic acid